ONC(=O)C=1C=NC(=NC1)N[C@@H]1COC2=C1C=CC=C2 (S)-N-hydroxy-2-((2,3-dihydrobenzofuran-3-yl)amino)pyrimidine-5-carboxamide